pyridine-1,2-diamine N1(C(C=CC=C1)N)N